tert-butyl 3-(2-methoxy-2-oxoethyl)-3-methylindoline-1-carboxylate COC(CC1(CN(C2=CC=CC=C12)C(=O)OC(C)(C)C)C)=O